(4-methylphenyl)phenyl-methanone CC1=CC=C(C=C1)C(=O)C1=CC=CC=C1